tert-Butyl (S)-6-diazo-2-(2-(2-(dimethylamino)acetamido)acetamido)-5-oxohexanoate [N+](=[N-])=CC(CC[C@@H](C(=O)OC(C)(C)C)NC(CNC(CN(C)C)=O)=O)=O